CC1=C(C=C2CCC3(CNCC3)NC2=N1)C=1N=NN(N1)C 7-methyl-6-(2-methyl-2H-tetrazol-5-yl)-3,4-dihydro-1H-spiro[1,8-naphthyridine-2,3'-pyrrolidin]